COC=1C=C(C=CC1)C=1N=C(N2C1C=CC=C2)C2CN(CCC2)C(=O)NC2=CC(=C(C(=C2)OC)OC)OC 3-(1-(3-methoxyphenyl)imidazo[1,5-a]pyridin-3-yl)-N-(3,4,5-trimethoxyphenyl)piperidine-1-carboxamide